(1S,3S,5R)-5-((2-acetamidoethoxy)methyl)-2-azabicyclo[3.1.0]hexane-2,3-dicarboxylic acid 2-(tert-butyl) ester 3-ethyl ester C(C)OC(=O)[C@H]1N([C@H]2C[C@]2(C1)COCCNC(C)=O)C(=O)OC(C)(C)C